(4-{9-[(3S)-3-Aminopyrrolidin-1-yl]-5,6,7,8-tetrahydroacridin-2-yl}pyridin-2-yl)benzamide hydrochloride Cl.N[C@@H]1CN(CC1)C=1C=2CCCCC2N=C2C=CC(=CC12)C1=CC(=NC=C1)C1=C(C(=O)N)C=CC=C1